5-bromo-4-fluoro-2-iodo-N-methylaniline BrC=1C(=CC(=C(NC)C1)I)F